NC(COCCO)N hydroxyethyl diaminoethyl ether